C[C@H]1NC(C2=C(C=3C=4C=CC(=NC4C=CC3S2)N2CCC(CC2)C=O)NC1)=O (R)-1-(10-methyl-8-oxo-9,10,11,12-tetrahydro-8H-[1,4]diazepino[5',6':4,5]thieno[3,2-f]quinolin-3-yl)piperidine-4-carbaldehyde